4-fluoro-1-(2-hydroxyethyl)-N,N-bis(4-methoxybenzyl)-1H-pyrazole-3-sulfonamide FC=1C(=NN(C1)CCO)S(=O)(=O)N(CC1=CC=C(C=C1)OC)CC1=CC=C(C=C1)OC